2-oxo-6-pentyl-2H-pyran-3-carboxylic acid O=C1OC(=CC=C1C(=O)O)CCCCC